CC1=CC=CC=2N(N=NC21)CN methyl-1H-benzotriazole-1-methanamine